5,5-difluoropyrrolidin-3-ol FC1(CC(CN1)O)F